ClC=1C=C(C=CC1)C1(OCC1)CNC(=O)N[C@@H]1[C@H]2CC[C@@H](C1)C2 |r| 1-[[2-(3-chlorophenyl)oxetan-2-yl]methyl]-3-[rac-(1S,2S,4R)-norbornan-2-yl]urea